O=C1NC(CC[C@@H]1N1C(N(C2=C1C=CC=C2C2CC(C2)OC2CCN(CC2)C(=O)OC(C)(C)C)C)=O)=O tert-butyl 4-((1s,3s)-3-(1-(2,6-dioxopiperidin-3-yl)-3-methyl-2-oxo-2,3-dihydro-1H-benzo[d]imidazol-4-yl)cyclobutoxy)piperidine-1-carboxylate